FC1=C(C=C(CN2C3(CN(C3)C(=O)N)C(N(CC2=O)C2CCC(CC2)C)=O)C=C1)C 5-(4-fluoro-3-methylbenzyl)-8-(4-methylcyclohexyl)-6,9-dioxo-2,5,8-triazaspiro[3.5]nonane-2-carboxamide